4-cyclopropoxy-3-glycylbenzonitrile HCl salt Cl.C1(CC1)OC1=C(C=C(C#N)C=C1)C(CN)=O